(6-fluoro-1-(triisopropylsilyl)-4-vinyl-1H-indol-5-yl)(3-(1-(tetrahydro-2H-pyran-2-yl)-1H-pyrazol-5-yl)phenyl)methanone FC1=C(C(=C2C=CN(C2=C1)[Si](C(C)C)(C(C)C)C(C)C)C=C)C(=O)C1=CC(=CC=C1)C1=CC=NN1C1OCCCC1